5-(diphenylamino)furan-2-carbaldehyde C1(=CC=CC=C1)N(C1=CC=C(O1)C=O)C1=CC=CC=C1